[C@@H]12C(=C[C@@H](CC1)C2)C(=O)OC methyl (1R,4S)-bicyclo[2.2.1]heptane-2-ene-2-carboxylate